C(CCCCCCC)OCCOC Ethylene glycol methyl octyl ether